benzoxazol-5-yl-acetic acid O1C=NC2=C1C=CC(=C2)CC(=O)O